C(C)(C)(C)[S@](=O)\N=C\1/C2=C(N=C(S2)Cl)CC12CCN(CC2)C(=O)OC(C)(C)C tert-Butyl (6Z)-6-[(S)-tert-butylsulfinyl]imino-2-chloro-spiro[4H-cyclopenta[d]thiazole-5,4'-piperidine]-1'-carboxylate